ClC=1C=NC=C(C1C(C)OC=1C=C2C=NNC2=CC1)Cl 5-(1-(3,5-dichloropyridin-4-yl)ethoxy)-1H-indazol